methyl-4-(bromomethyl)-3-fluorobenzoate COC(C1=CC(=C(C=C1)CBr)F)=O